NCC(=O)N[C@@H](CC1=CNC=N1)C(=O)N[C@@H](CCCCN)C(=O)O Glycyl-histidyl-lysine